COC1=C(CN(S(=O)(=O)C2=C(C(=O)OCC3=CC=CC=C3)C(=C(C(=C2F)F)F)F)CC2=C(C=C(C=C2)OC)OC)C=CC(=C1)OC benzyl 2-(N,N-bis(2,4-dimethoxybenzyl)sulfamoyl)-3,4,5,6-tetrafluorobenzoate